3,6-bis(1H-pyrazol-3-yl)-1,4,2,5-dioxadiazine N1N=C(C=C1)C1=NOC(=NO1)C1=NNC=C1